(1R,6S,8R,9R,15R,17R,18S)-8,17-bis(6-amino-9H-purin-9-yl)-18-fluoro-3,12-dihydroxy-2,4,11,13,16-pentaoxa-3λ5,12λ5-diphosphatricyclo[13.3.0.06,9]octadecane-3,12-dithione NC1=C2N=CN(C2=NC=N1)[C@@H]1C[C@@H]2COP(O[C@H]3[C@@H]([C@@H](O[C@@H]3COP(OC[C@@H]12)(=S)O)N1C2=NC=NC(=C2N=C1)N)F)(=S)O